4-(2-sec-butyl-phenoxy)-3,5,6-trichloro-phthalonitrile C(C)(CC)C1=C(OC=2C(=C(C(C#N)=C(C2Cl)Cl)C#N)Cl)C=CC=C1